NC1=C2C(=NC=N1)N(N=C2C2=CC=C(C=C2)OC2=CC=CC=C2)C2CCC(CC2)NC([C@@H](C(C)C)N(C)C)=O (R)-N-(4-(4-amino-(4-phenoxyphenyl)-1H-pyrazolo[3,4-d]pyrimidin-1-yl)cyclohexyl)-2-(dimethylamino)-3-methylbutyramide